5-[4-[[rel-(1S,2S)-2-Hydroxycyclohexyl]amino]pyrido[3,4-d]pyridazin-1-yl]-2,3-dihydrobenzofuran-4-ol O[C@@H]1[C@H](CCCC1)NC=1N=NC(=C2C1C=NC=C2)C2=CC=C1C(CCO1)=C2O |o1:1,2|